S-(5-acetamido-2-hydroxyphenyl)cysteine C(C)(=O)NC=1C=CC(=C(C1)SC[C@H](N)C(=O)O)O